C1(=CC=CC=C1)[O-].C1(O)=CC(O)=CC=C1 resorcinol monophenolate